C(C=C)(=O)OCC[N+](C)(C)C [2-(acryloyloxy)ethyl]trimethyl-ammonium